tert-butyl 4-[2-[[5-[[6-(2,6-dichlorophenyl)-8-methyl-7-oxo-pyrido[2,3-d]pyrimidin-2-yl]amino]-2-pyridyl]oxy]ethyl]piperazine-1-carboxylate ClC1=C(C(=CC=C1)Cl)C1=CC2=C(N=C(N=C2)NC=2C=CC(=NC2)OCCN2CCN(CC2)C(=O)OC(C)(C)C)N(C1=O)C